BrC=1C=C(C=CC1)C(C)(CCSCC#CC)C1=NN(C(=N1)C=1C=C(OC=2C(=C3C=CN(C3=CC2F)S(=O)(=O)C2=CC=CC=C2)CO)C=CC1F)C (5-(3-(3-(2-(3-Bromophenyl)-4-(but-2-yn-1-ylthio)butan-2-yl)-1-methyl-1H-1,2,4-triazol-5-yl)-4-fluorophenoxy)-6-fluoro-1-(phenylsulfonyl)-1H-indol-4-yl)methanol